Cl.BrC=1N=CNC1 4-bromoimidazole hydrochloride